C1(CC1)C1=C(C(=NO1)C1=C(C=NC=C1Cl)Cl)/C=C/C12CCC(CC1)(CC2)COC=2SC1=C(N2)C=C(C=C1)F (E)-2-((4-(2-(5-Cyclopropyl-3-(3,5-dichloropyridin-4-yl)isoxazol-4-yl)vinyl)bicyclo[2.2.2]octan-1-yl)methoxy)-5-fluorobenzo[d]thiazol